4-(3-Amino-piperidin-1-yl)-2-trifluoromethyl-1,7,11b-triaza-benzo[c]fluorene-6-carboxylic acid methylamide CNC(=O)C1=CC2=C(N3C=4C=CC=CC4N=C13)N=C(C=C2N2CC(CCC2)N)C(F)(F)F